(R)-1-methyl-N-(5-(6-methylpyrazin-2-yl)-2,3-dihydro-1H-inden-1-yl)-1H-pyrazole-5-carboxamide CN1N=CC=C1C(=O)N[C@@H]1CCC2=CC(=CC=C12)C1=NC(=CN=C1)C